FC(S(=O)(=O)OC1=CC=CC2=C(C=CC=C12)OS(=O)(=O)C(F)(F)F)(F)F naphthalene-1,5-diyl bis(trifluoromethanesulfonate)